6-(3-methoxy-4-(4-methoxybenzyloxy)phenylamino)-3-(methylamino)quinoxaline-5-carbonitrile COC=1C=C(C=CC1OCC1=CC=C(C=C1)OC)NC1=C(C=2N=C(C=NC2C=C1)NC)C#N